3-(1-naphthoxy)-1,2-propylene oxide C1(=CC=CC2=CC=CC=C12)OCC1CO1